COC(C1CCN(CC1)C1=CC=C(C=C1)C1=C(CC(C2=CC(=CC=C12)OC)C)C1=CC=CC=C1)OC 4-(dimethoxymethyl)-1-(4-(6-methoxy-4-methyl-2-phenyl-3,4-dihydronaphthalen-1-yl)phenyl)piperidine